O[C@H]1[C@@H](O[C@]([C@H]1O)(C)CO)N1C(NC(C(=C1)F)=O)=O 1-[(2R,3R,4S,5R)-3,4-dihydroxy-5-(hydroxymethyl)-5-methyl-tetrahydrofuran-2-yl]-5-fluoro-pyrimidine-2,4-dione